methyl 4-chloro-1H-pyrrolo[3,2-c]pyridine-2-carboxylate ClC1=NC=CC2=C1C=C(N2)C(=O)OC